ClC1=CC=C(C=C1)C1=C(C2=CC=CC=C2C=C1)C1=CC=CC2=C1OC1=C2C=CC=C1 1-chloro-4-{1-(dibenzofuran-4-yl)naphthalene-2-yl}benzene